(1r,3r)-3-(4-(2-(4-((5-fluoro-6-(5-methyl-1,2,4-oxadiazol-3-yl)pyridin-3-yl)oxy)phenyl)propane-2-yl)phenoxy)cyclobutylamine FC=1C=C(C=NC1C1=NOC(=N1)C)OC1=CC=C(C=C1)C(C)(C)C1=CC=C(OC2CC(C2)N)C=C1